O[C@@H]1[C@@H](CO[C@@H]([C@@H]1O)CO)N1C(SCC1=O)=O 3-((3R,4R,5R,6R)-4,5-dihydroxy-6-(hydroxymethyl)tetrahydro-2H-pyran-3-yl)thiazolidine-2,4-dione